2-[(2-Fluoroacetyl)-[[(2S)-1-[1-(4-ethynylphenyl)cyclopropancarbonyl]pyrrolidin-2-carbonyl]amino]amino]acetamid FCC(=O)N(CC(=O)N)NC(=O)[C@H]1N(CCC1)C(=O)C1(CC1)C1=CC=C(C=C1)C#C